(1R,2S,3R,5R)-3-{4-amino-2-chloropyrrolo[2,3-d]pyrimidin-7-yl}-5-(4-methoxyphenyl)cyclopentane-1,2-diol NC=1C2=C(N=C(N1)Cl)N(C=C2)[C@H]2[C@@H]([C@@H]([C@H](C2)C2=CC=C(C=C2)OC)O)O